1-((R)-3-(3-((2-((3S,4R)-3-fluoro-4-methoxypiperidin-1-yl)pyrimidin-4-yl)amino)-8-(3-((methylsulfonyl)methyl)azetidin-1-yl)isoquinolin-5-yl)piperidin-1-yl)prop-2-en-1-one F[C@H]1CN(CC[C@H]1OC)C1=NC=CC(=N1)NC=1N=CC2=C(C=CC(=C2C1)[C@@H]1CN(CCC1)C(C=C)=O)N1CC(C1)CS(=O)(=O)C